N1C=C(C=2C1=NC=CC2)C2CN(CCC2)CC2=CC=C(C=C2)O 4-[(3-{1H-pyrrolo[2,3-b]pyridin-3-yl}piperidin-1-yl)methyl]phenol